N-(3-cyano-4-fluorophenyl)-2-(4-fluoro-2-methylphenoxy)-5-(trifluoromethyl)benzamide C(#N)C=1C=C(C=CC1F)NC(C1=C(C=CC(=C1)C(F)(F)F)OC1=C(C=C(C=C1)F)C)=O